(S)-2-((2-(2,6-difluoro-4-(1H-1,2,4-triazol-1-yl)phenyl)-7-methylimidazo[1,2-a]pyridin-3-yl)methyl)morpholine-4-carboxylic acid methyl ester COC(=O)N1C[C@@H](OCC1)CC1=C(N=C2N1C=CC(=C2)C)C2=C(C=C(C=C2F)N2N=CN=C2)F